7-(Benzyloxy)-1-methyl-1H-indazol-3-amine C(C1=CC=CC=C1)OC=1C=CC=C2C(=NN(C12)C)N